NC=1C(=NC(=C(N1)C=1OC=CN1)C=1C=CC=2N(C1)C(=CN2)C)C(=O)NCC2C(N(CCC2)C)=O 3-amino-N-((1-methyl-2-oxopiperidin-3-yl)methyl)-6-(3-methylimidazo[1,2-a]pyridin-6-yl)-5-(oxazol-2-yl)pyrazine-2-carboxamide